COC=1C=C(C=C(C1C)OC)C1=C(C=C(C=C1)NC1(CCOCC1)C(=O)O)CCC1(OC2=C(O1)C=CC=C2)C 4-({3',5'-Dimethoxy-4'-methyl-2-[2-(2-methyl-1,3-benzodioxol-2-yl)ethyl]-[1,1'-biphenyl]-4-yl}amino)oxane-4-carboxylic acid